N'-(4-(2,6-dichlorophenoxy)phenyl)-3-(difluoromethyl)-1-methyl-1H-pyrazole-4-hydrazide ClC1=C(OC2=CC=C(C=C2)NNC(=O)C=2C(=NN(C2)C)C(F)F)C(=CC=C1)Cl